CN(C1=CC=C(C=N1)C1=CC=C(C=C1)C=1SC2=C(N1)C=CC(=C2)N(CCCCCOC=2C=C(C(=CC2)C(=O)OC)C(=O)OC)C(=O)OC(C)(C)C)C dimethyl 4-[5-[[2-[4-[6-(dimethylamino) pyridin-3-yl]phenyl]-1,3-benzothiazol-6-yl]-[(2-methylpropan-2-yl)oxycarbonyl]amino]pentoxy]-benzene-1,2-dicarboxylate